ClC=1C2=CNN=C2C=CC1C=O 4-chloro-2H-indazol-5-carbaldehyde